NC1=CC(=C(C=C1F)N1CCC(CC1)CCN1CCC2(CC(C2)NC(OCC2=CC=CC=C2)=O)CC1)F benzyl (7-(2-(1-(4-amino-2,5-difluorophenyl)piperidin-4-yl)ethyl)-7-azaspiro[3.5]nonan-2-yl)carbamate